2-(5-fluoro-2-methoxypyridin-3-yl)pyrrolidin FC=1C=C(C(=NC1)OC)C1NCCC1